C(C1=CC=CC=C1)(C1=CC=CC=C1)[C@H]1NC(OC1)=O (R)-4-benzhydryl-oxazolidin-2-one